(4-(1-(4-nitrophenyl)-5-oxopyrrolidin-3-yl)butyl)carbamic acid tert-butyl ester C(C)(C)(C)OC(NCCCCC1CN(C(C1)=O)C1=CC=C(C=C1)[N+](=O)[O-])=O